3-(4-((2-(1H-indol-3-yl)ethyl)amino)-7,8-dihydro-6H-pyrimido[5,4-b][1,4]oxazin-2-yl)-5-fluoropyridin-2-ol N1C=C(C2=CC=CC=C12)CCNC1=NC(=NC2=C1OCCN2)C=2C(=NC=C(C2)F)O